(E)-1-(2,4-bis(benzyloxy)-6-hydroxyphenyl)-3-(3,4,5-tris(benzyloxy)-2-fluorophenyl)prop-2-en-1-one C(C1=CC=CC=C1)OC1=C(C(=CC(=C1)OCC1=CC=CC=C1)O)C(\C=C\C1=C(C(=C(C(=C1)OCC1=CC=CC=C1)OCC1=CC=CC=C1)OCC1=CC=CC=C1)F)=O